FC1=CC=C(C=C1)C1SCC(N1C1=C(C=C(C=C1)C=1OC(=NN1)C)C)=O 2-(4-Fluorophenyl)-3-[2-methyl-4-(5-methyl-1,3,4-oxadiazol-2-yl)phenyl]-1,3-thiazolidin-4-one